FC=1C=C(C=NC1)[C@H]1N(OCC1)C(=O)C1CCN(CC1)C1=NC=CC(=N1)N1C(OCC1)=O 3-[2-[4-[(3S)-3-(5-fluoropyridin-3-yl)-1,2-oxazolidine-2-carbonyl]piperidin-1-yl]pyrimidin-4-yl]-1,3-oxazolidin-2-one